5-(imidazo[1,2-a]pyrimidin-6-yl)-4-methoxy-N-(2-oxaspiro[3.5]nonan-7-yl)pyrrolo[2,1-f][1,2,4]triazin-7-d-2-amine N=1C=CN2C1N=CC(=C2)C=2C=C(N1N=C(N=C(C12)OC)NC1CCC2(COC2)CC1)[2H]